N1(N=NC2=C1C=CC=C2)O[P+](N(C)C)(N(C)C)N(C)C.C2(CCCCC2)N=C=NC2CCCCC2 N,N'-dicyclohexylcarbodiimide, benzotriazol-1-yloxy-trisdimethylaminophosphonium salt